tert-butyl (3-cyano-4-ethylphenyl)carbamate C(#N)C=1C=C(C=CC1CC)NC(OC(C)(C)C)=O